O=C1NC(CC[C@@H]1NC1=CC=C(C=C1)C1CCN(CC1)CCCCCCCC(=O)OC(C)(C)C)=O tert-butyl (S)-8-(4-(4-((2,6-dioxopiperidin-3-yl)amino)phenyl)piperidin-1-yl)octanoate